(R)-methyl 2-(3-((3-chlorophenoxy) methyl) pyrrolidin-1-yl)-2-methylpropanoate ClC=1C=C(OC[C@H]2CN(CC2)C(C(=O)OC)(C)C)C=CC1